C(C)(C)(C)OC(=O)N1C[C@@H]2COC3=C(C(N2CC1)=O)N=CC(=C3)Br.COCCOC3=NN(C=C3)C(C)=O 1-[3-(2-methoxyethoxy)-1H-pyrazol-1-yl]ethan-1-one Tert-butyl-(6aR)-3-bromo-12-oxo-6a,7,9,10-tetrahydro-12H-pyrazino[2,1-c]pyrido[2,3-f][1,4]oxazepine-8(6H)-carboxylate